BrC=1C=CC=2C3=C(C(NC2C1)=O)C=NN3C 7-bromo-1-methyl-1,5-dihydro-4H-pyrazolo[4,3-c]quinolin-4-one